(2S,4R)-1-(2-(3-acetyl-5-(2-methylpyrazolo[1,5-a]pyrimidin-6-yl)-1H-indol-1-yl)acetyl)-4-fluoro-N-(2-fluoro-3-(trifluoromethoxy)phenyl)pyrrolidine-2-carboxamide C(C)(=O)C1=CN(C2=CC=C(C=C12)C=1C=NC=2N(C1)N=C(C2)C)CC(=O)N2[C@@H](C[C@H](C2)F)C(=O)NC2=C(C(=CC=C2)OC(F)(F)F)F